ON=CC12CCC(CC1)N2C(=O)OC(C)(C)C tert-butyl 1-((hydroxyimino) methyl)-7-azabicyclo[2.2.1]heptane-7-carboxylate